C(C)(C)(C)OC(=O)N1CCN(CC1)CC1=C(C=C(C(=C1)C)C1=CN(C(C(=C1)C)=O)C)C 4-[4-(1,5-dimethyl-6-oxo-1,6-dihydro-pyridin-3-yl)-2,5-dimethyl-benzyl]-piperazine-1-carboxylic acid tert-butyl ester